[5-(2-Chloro-3-fluoro-phenyl)-3-(2-methylsulfanyl-ethyl)-2,4-dioxo-3,4-dihydro-2H-pyrimidin-1-yl]-acetate ClC1=C(C=CC=C1F)C=1C(N(C(N(C1)CC(=O)[O-])=O)CCSC)=O